2-[(2's,4r)-2'-fluoro-6-(1-fluorocyclopropyl)-1-oxospiro[3H-isoquinoline-4,1'-cyclopropane]-2-yl]-N-(5-fluoropyrimidin-2-yl)acetamide F[C@@H]1[C@@]2(C1)CN(C(C1=CC=C(C=C12)C1(CC1)F)=O)CC(=O)NC1=NC=C(C=N1)F